N-{6-[4-(methylamino)phenoxy]pyridin-3-yl}-4-(trifluoromethyl)benzamide methyl-4-methoxy-5-(3-(4-methoxy-N-propioloylbenzamido)propoxy)-2-propiolamidobenzoate COC(C1=C(C=C(C(=C1)OCCCN(C(C1=CC=C(C=C1)OC)=O)C(C#C)=O)OC)NC(C#C)=O)=O.CNC1=CC=C(OC2=CC=C(C=N2)NC(C2=CC=C(C=C2)C(F)(F)F)=O)C=C1